C(C)OC1=NC=CC=C1C1=CC(=C2C(=N1)C(=NN2[C@@H](CC)C)C)NCC=2OC(=NN2)C (R)-5-(2-ethoxy-3-pyridinyl)-3-methyl-N-[(5-methyl-1,3,4-oxadiazol-2-yl)methyl]-1-[1-methylpropyl]pyrazolo[4,3-b]pyridin-7-amine